O[C@H]1[C@@H](O[C@@H]([C@H]1O)CO)C=1C(NC(N(C1)CCN(C)C)=O)=O 5-((2S,3R,4S,5R)-3,4-dihydroxy-5-(hydroxymethyl)tetrahydrofuran-2-yl)-1-(2-(dimethylamino)ethyl)pyrimidine-2,4(1H,3H)-dione